OC(C(=O)[O-])C.OC(C(=O)[O-])C.[Ti+2] titanium bis(2-hydroxypropionate)